ClC1=CC=C(C=C1)C1=CC2=C(N=CN(C2=O)[C@H]2COC[C@@H]2O)C(=N1)C=1C=NN(C1)C 6-(4-chlorophenyl)-3-((3s,4r)-4-hydroxytetrahydrofuran-3-yl)-8-(1-methyl-1H-pyrazol-4-yl)pyrido[3,4-d]pyrimidin-4(3H)-one